FC(C(=O)O)(F)F.FC(C(=O)O)(F)F.FC(C(=O)O)(F)F.CN1CCN(CC1)C1=CC2=C(NC(=N2)C2=CC3=C(N=C(N3)C3=CC=C(OCCCNCCC(=O)OC(C)(C)C)C=C3)C=C2)C=C1 tert-butyl 3-((3-(4-(5-(4-methylpiperazin-1-yl)-1H,3'H-[2,5'-bibenzo[d]imidazol]-2'-yl)phenoxy)propyl)-amino)propanoate tris(2,2,2-trifluoroacetate)